[4-[(3-Chloro-4-fluorophenyl)amino]-7-methoxy-6-quinazolinyl]-2-propenamide ClC=1C=C(C=CC1F)NC1=NC=NC2=CC(=C(C=C12)C(C(=O)N)=C)OC